2-(1,2,3,4-tetrahydroisoquinolin-6-yl)isoindole-1,3-dione hydrochloride Cl.C1NCCC2=CC(=CC=C12)N1C(C2=CC=CC=C2C1=O)=O